COC1=NC=C(C=C1C(=O)N)NC(C(=O)N1C(CCC(C1)C)C=1C=C2C(=NC1)NN=C2)=O 2-methoxy-5-[[2-[5-methyl-2-(1H-pyrazolo[3,4-b]pyridin-5-yl)-1-piperidyl]-2-oxo-acetyl]amino]pyridine-3-carboxamide